OCC(NCS(=O)(=O)O)(CO)CO N-[tris(hydroxymethyl)methyl]aminomethanesulphonic acid